BrC1=C(C(=O)OC)C=CC(=C1)N1CC2(C1)CC(C2)N2[C@@H](CCC2)C2=C(C=CC=C2)C(C)C methyl 2-bromo-4-[6-[(2S)-2-(2-isopropylphenyl)pyrrolidin-1-yl]-2-azaspiro[3.3]heptan-2-yl]benzoate